tert-butyl (4-(7-bromo-3-neopentyl-4-oxo-3,4-dihydroquinazolin-2-yl)butyl)(methyl)carbamate BrC1=CC=C2C(N(C(=NC2=C1)CCCCN(C(OC(C)(C)C)=O)C)CC(C)(C)C)=O